The molecule is a hexacyclic triterpenoid that is a lactone of friedelin. Isolated from Celastrus hindsii, it exhibits anti-HIV and antineoplastic activities. It has a role as a metabolite, an antineoplastic agent and an anti-HIV agent. It is a cyclic terpene ketone, a terpene lactone, a hexacyclic triterpenoid, a secondary alcohol and a bridged compound. It derives from a friedelin. C[C@H]1C(=O)CC[C@@H]2[C@@]1(CC[C@H]3[C@]2(CC[C@@]4([C@@]3(C[C@H]([C@]56[C@H]4C[C@](CC5)(C(=O)OC6)C)O)C)C)C)C